bis{3,5-bis(tricyclo[5.2.1.02,6]decan-8-yl)phenyl}-N,N'-bis(3,5-di-tert-butylphenyl)-2-phenylanthracene-9,10-diamine C12C3CCCC3C(C(C1)C=1C=C(C=C(C1)C1C3C4CCCC4C(C1)C3)C=3C(=C(C1=C(C4=CC=CC=C4C(=C1C3)NC3=CC(=CC(=C3)C(C)(C)C)C(C)(C)C)NC3=CC(=CC(=C3)C(C)(C)C)C(C)(C)C)C3=CC(=CC(=C3)C3C1C4CCCC4C(C3)C1)C1C3C4CCCC4C(C1)C3)C3=CC=CC=C3)C2